C1(CCCC1)[C@@H](C(=O)C(C(=O)O)(CC(N1CCCCC1)=O)NC)N(C)C([C@H]([C@H](CC)C)NC(=O)OCC1C2=CC=CC=C2C=2C=CC=CC12)=O [(2S)-2-cyclopentyl-2-[[(2S,3S)-2-(9H-fluoren-9-ylmethoxycarbonylamino)-3-methylpentanoyl]-methylamino]acetyl]-methylamino-4-oxo-4-piperidin-1-ylbutanoic acid